[C+4].C(C)OS(=O)(=O)[O-].C(C)OS(=O)(=O)[O-].C(C)OS(=O)(=O)[O-].C(C)OS(=O)(=O)[O-] ethylsulfate carbon